CN[C@@H](CCCCNC(C)=O)C(=O)O.COC([C@@H](N)CCCC(N)C(C)=O)=O 6-acetyl-L-lysine methyl ester (methyl N6-acetyl-L-lysinate)